ClC1=C(C=CC=C1)N1N=NC(=C1)CO[C@@H]([C@@](CN1N=CN=C1)(O)C1=C(C=C(C=C1)F)F)C (2R,3R)-3-((1-(2-chlorophenyl)-1H-1,2,3-triazol-4-yl)-methoxy)-2-(2,4-difluorophenyl)-1-(1H-1,2,4-triazol-1-yl)butan-2-ol